1-cyclopropylpyrrolidine-2-methanol C1(CC1)N1C(CCC1)CO